7-[2-(benzyloxy)-4-[bis[4-[(tert-butyldiphenylsilyl)oxy]butyl]amino]styryl]-2,3-dihydrothieno[3,4-b][1,4]dioxin-5-carbaldehyde C(C1=CC=CC=C1)OC1=C(C=CC=2SC(=C3C2OCCO3)C=O)C=CC(=C1)N(CCCCO[Si](C1=CC=CC=C1)(C1=CC=CC=C1)C(C)(C)C)CCCCO[Si](C1=CC=CC=C1)(C1=CC=CC=C1)C(C)(C)C